[O-]P([O-])(=O)OP(=O)([O-])[O-].C(CCC)[NH+](CCCC)CCCC.C(CCC)[NH+](CCCC)CCCC.C(CCC)[NH+](CCCC)CCCC.C(CCC)[NH+](CCCC)CCCC (tributyl)ammonium pyrophosphate